4-amino-7-((2r,3r,4r,5r)-3-ethynyl-3,4-dihydroxy-5-hydroxymethyl-tetrahydrofuran-2-yl)-7H-pyrrolo[2,3-d]pyrimidine-5-carboxamide NC=1C2=C(N=CN1)N(C=C2C(=O)N)[C@@H]2O[C@@H]([C@H]([C@]2(O)C#C)O)CO